3-(2-(2-bromopyridin-4-yl)ethyl)quinazolin-4(3H)-one BrC1=NC=CC(=C1)CCN1C=NC2=CC=CC=C2C1=O